BrC(C(C)=O)C1=CC=C(C=C1)OC 1-bromo-1-(4-methoxyphenyl)propan-2-one